3-((tert-butoxycarbonyl)amino)-3-(4-iodophenyl)propanoic acid C(C)(C)(C)OC(=O)NC(CC(=O)O)C1=CC=C(C=C1)I